C(C(=C)C)(=O)O.C(C(=C)C)(=O)O.CCC=C 3-butene dimethacrylate